FC1=CC=C(C=C1)CCC1NC2=C(CNC1)C(=CC=C2)C(F)(F)F 2-[2-(4-fluorophenyl)ethyl]-6-(trifluoromethyl)-2,3,4,5-tetrahydro-1H-1,4-benzodiazepine